glyceryl palmitat sodium sulfosuccinate S(=O)(=O)(O)C(C(=O)[O-])CC(=O)[O-].[Na+].C(CCCCCCCCCCCCCCC)(=O)OCC(O)CO.[Na+]